C1(=CCCC1)C=1C(C(=C2COCCN2C1C)C(=O)NC1=CC(=C(C=C1)OC1=CC=NC2=CC(=C(N=C12)OC)OC)F)=O 7-(cyclopenten-1-yl)-N-[4-[(6,7-dimethoxy-1,5-naphthyridin-4-yl)oxy]-3-fluorophenyl]-6-methyl-8-oxo-3,4-dihydro-1H-pyrido[2,1-c][1,4]oxazine-9-carboxamide